FC1=CC=C(C(=O)NC(C)C=2N=C3CCCN(C3=CC2)C(=O)OC(COC)CC)C=C1 1-methoxybutan-2-yl 6-(1-(4-fluorobenzamido)ethyl)-3,4-dihydro-1,5-naphthyridine-1(2H)-carboxylate